O=C1N(CC2=C1NC=1N(C2=O)N=C(C1)NC(OC(C)(C)C)=O)C(C)C tert-butyl [5,8-dioxo-6-(propan-2-yl)-5,6,7,8-tetrahydro-4H-pyrazolo[1,5-a]pyrrolo[3,4-d]pyrimidin-2-yl]carbamate